N-(4-Methyl-2-(4-(trifluoromethyl)phenyl)quinolin-7-yl)acrylamide CC1=CC(=NC2=CC(=CC=C12)NC(C=C)=O)C1=CC=C(C=C1)C(F)(F)F